C1(CC1)C1OC=2CCCC(C2C(C1)CC)=O 2-cyclopropyl-4-ethyl-2,3,4,6,7,8-hexahydro-5H-chromen-5-one